C([O-])(O)=O.C(C)(C)[NH+]1CN(C2=C1C=CC(=C2)C(F)(F)F)C(C)C 1,3-Diisopropyl-5-(trifluoromethyl)-1H-benzoimidazolium bicarbonate